6-((4-(dimethylamino)butanoyl)oxy)tridecanoic acid CN(CCCC(=O)OC(CCCCC(=O)O)CCCCCCC)C